C1(CC1)OC1=C(N)C(=CC=C1)F 2-cyclopropoxy-6-fluoroaniline